(R)-tert-butyl (1-(5-Azaspiro[2.4]heptan-5-yl)propan-2-yl)carbamate C1CC12CN(CC2)C[C@@H](C)NC(OC(C)(C)C)=O